O[C@@]1(C[C@@H](NC1)C(=O)N(C1=CC=C(C=C1)S(F)(F)(F)(F)F)C(C(NC1CCOCC1)=O)C1=NC=CN=C1)C (2R,4R)-4-hydroxy-4-methyl-N-[2-oxo-1-pyrazin-2-yl-2-(tetrahydropyran-4-ylamino)ethyl]-N-[4-(pentafluoro-λ6-sulfanyl)phenyl]pyrrolidine-2-carboxamide